BrC(C(=O)NCC1=NC(=CC(=C1)C1=NN(C=C1)C)C1=CC=C(C=C1)F)=C 2-bromo-N-((6-(4-fluorophenyl)-4-(1-methyl-1H-pyrazol-3-yl)pyridin-yl)methyl)acrylamide